NC1=CC=2C3=C(C=NC2C(=C1Cl)Cl)CN([C@H]3C)C(COC)=O (S)-1-(8-amino-6,7-dichloro-1-methyl-1,3-dihydro-2H-pyrrolo[3,4-c]quinolin-2-yl)-2-methoxyethan-1-one